COCN1C=CC2=CC=CC=C12 N-(methoxymethyl)indole